5-(5-chloro-6-methoxy-3-pyridyl)-2-[[3-methyl-5-(6-methyl-3-pyridyl)triazol-4-yl]methyl]pyridazin-3-one ClC=1C=C(C=NC1OC)C1=CC(N(N=C1)CC=1N(N=NC1C=1C=NC(=CC1)C)C)=O